FC=1C(=CC2=C(N=C3N2[C@H]2C4=C(C(N([C@@H]3C2)C([2H])([2H])[2H])=O)C=CC=C4C#CC)C1)C=1C=NC(=NC1)C(C)(C)O (7R,14R)-10-fluoro-11-(2-(2-hydroxypropan-2-yl)pyrimidin-5-yl)-6-(methyl-d3)-1-(prop-1-yn-1-yl)-6,7-dihydro-7,14-methanobenzo[f]benzo[4,5]imidazo[1,2-a][1,4]diazocin-5(14H)-one